ClC=1N=NC(=CC1)Cl 3,6-dichloro-1,2-diazine